NC1=C(C=2C(=NC=C(C2)Cl)N1C1=C(C(=CC=C1C)O)C)C(=O)N1CC=2N(CC1)N=C(C2)C (2-amino-5-chloro-1-(3-hydroxy-2,6-dimethylphenyl)-1H-pyrrolo[2,3-b]pyridin-3-yl)(2-methyl-6,7-dihydropyrazolo[1,5-a]pyrazin-5(4H)-yl)methanone